ClC1=C(C=C2C(=NC(=NC2=C1)OC)N1CCN(CC1)C(C=C)=O)C1=CC=C(C=C1)Cl 1-(4-(7-chloro-6-(4-chlorophenyl)-2-methoxyquinazolin-4-yl)piperazin-1-yl)prop-2-en-1-one